(1S,9S)-3-(1,6-dimethyl-1H-indazol-7-yl)-5-(2-(2-propenoyl)-2,6-diazaspiro[3.4]octan-6-yl)-6-azatricyclo[7.1.1.02,7]undeca-2,4,6-triene-4-carbonitrile CN1N=CC2=CC=C(C(=C12)C1=C2C3CC(CC2=NC(=C1C#N)N1CC2(CN(C2)C(C=C)=O)CC1)C3)C